(1S,2S)-N-(7-chloro-6-(1-((3S,4S)-4-hydroxy-3-methyltetrahydrofuran-3-yl)piperidin-4-yl)isoquinolin-3-yl)-2-(pyridin-2-yl)cyclobutane-1-carboxamide ClC1=C(C=C2C=C(N=CC2=C1)NC(=O)[C@@H]1[C@H](CC1)C1=NC=CC=C1)C1CCN(CC1)[C@]1(COC[C@H]1O)C